N-(2-hydroxy-3-(3-(tris(trimethylsilyloxy)silyl)propyloxy)propyl)-2-methyl-acrylamide OC(CNC(C(=C)C)=O)COCCC[Si](O[Si](C)(C)C)(O[Si](C)(C)C)O[Si](C)(C)C